N-[4-[(6-ethyl-7-methoxy-1,5-naphthyridin-4-yl)oxy]-3-fluorophenyl]-5-(4-fluorophenyl)-4-hydroxy-6-methylpyridine-3-carboxamide C(C)C=1N=C2C(=CC=NC2=CC1OC)OC1=C(C=C(C=C1)NC(=O)C=1C=NC(=C(C1O)C1=CC=C(C=C1)F)C)F